C(C)(C)(C)OCCC(=O)NC 3-(tert-butoxy)-N-methylpropanamide